S1C(=CC=C1)C(=C)C1=NNC2=NC(=CN=C21)N2CCC1([C@@H](CCO1)N)CC2 (R)-8-(3-(1-(thiophen-2-yl)vinyl)-1H-pyrazolo[3,4-b]pyrazin-6-yl)-1-oxa-8-azaspiro[4.5]decan-4-amine